ethyl (S)-3-(3-(4-hydroxy-1-methyl-2-oxo-1,2-dihydropyridin-3-yl)ureido)-3-(5-(3-methoxy phenyl)thiophen-2-yl)propanoate OC1=C(C(N(C=C1)C)=O)NC(N[C@@H](CC(=O)OCC)C=1SC(=CC1)C1=CC(=CC=C1)OC)=O